4-(1-phenylethylamino)-6-(1H-pyrazolo[4,3-c]pyridin-3-yl)quinoline-3-carbonitrile C1(=CC=CC=C1)C(C)NC1=C(C=NC2=CC=C(C=C12)C1=NNC2=C1C=NC=C2)C#N